C1(=CC=CC2=CC=CC=C12)NCC(=O)OCCO 2-Hydroxyethyl naphthalen-1-ylglycinate